NCCN1N=C2C=CC(=CC2=C1)NC1=CC=C(C=C1)N1CCC(CC1)C(F)(F)F 2-(2-aminoethyl)-N-(4-(4-(trifluoromethyl)piperidin-1-yl)phenyl)-2H-indazol-5-amine